COC1=CC=C(C=C1)C(OC[C@]1(O[C@H](CN(C1)C(C)C)N1C(N=C(C=C1)NC(C1=CC=CC=C1)=O)=O)CO[Si](C(C)C)(C(C)C)C(C)C)(C1=CC=CC=C1)C1=CC=C(C=C1)OC N-[1-[(2R,6S)-6-[[bis(4-methoxyphenyl)-phenyl-methoxy]methyl]-4-isopropyl-6-(triisopropylsilyloxymethyl)morpholin-2-yl]-2-oxo-pyrimidin-4-yl]benzamide